tert-butyl 5-(4-chlorophenyl)-3,6-dihydro-2H-pyridine-1-carboxylate ClC1=CC=C(C=C1)C1=CCCN(C1)C(=O)OC(C)(C)C